N-cetyl-ammonium bromide [Br-].C(CCCCCCCCCCCCCCC)[NH3+]